(R or S)-4-(2-(3-(2-ethoxy-1,1,1,3,3,3-hexafluoropropan-2-yl)-1-(pyridin-3-ylmethyl)-pyrrolidin-3-yl)ethyl)-benzonitrile C(C)OC(C(F)(F)F)(C(F)(F)F)[C@]1(CN(CC1)CC=1C=NC=CC1)CCC1=CC=C(C#N)C=C1 |o1:12|